ClC1=CC(=C(COC2=CC=CC(=N2)C2=CC(=C(CC3=NC4=C(N3C[C@H]3OCCC3)C=CC=C4)C=C2F)F)C=C1)F (S)-2-(4-(6-((4-Chloro-2-fluorobenzyl)oxy)pyridin-2-yl)-2,5-difluorobenzyl)-1-((tetrahydrofuran-2-yl)methyl)-1H-benzo[d]imidazol